OC1=CC(C=2C=CC3=CC=CC=C3C2C1=O)=O 3-hydroxy-phenanthrene-1,4-dione